benzyl 8-(trifluoromethylsulfonyloxy)-2-oxa-5-azaspiro-[3.4]oct-7-ene-5-carboxylate FC(S(=O)(=O)OC1=CCN(C12COC2)C(=O)OCC2=CC=CC=C2)(F)F